3-Methoxy-1,2,4-oxadiazol COC1=NOC=N1